ClC1=C(C(=O)NC=2C=C3C=C(N(C3=CC2)CC)C(=O)NC2=CC(=CC=C2)C(F)(F)F)C=C(C=C1)CNC(C(C)C)=O 5-(2-chloro-5-(isobutyramidomethyl)benzamido)-1-ethyl-N-(3-(trifluoromethyl)phenyl)-1H-indole-2-carboxamide